COC(=O)C1=NC(=NC=C1\C=C\OCC)SC (E)-5-(2-ethoxyvinyl)-2-(methylthio)pyrimidine-4-carboxylic acid methyl ester